C(C)(C)(C)OC(NC=1C=NN2C1C=C(C=C2)OC)=O N-{5-Methoxypyrazolo[1,5-a]pyridin-3-yl}carbamic acid tert-butyl ester